2-((S)-4-((R)-4-chloro-2'-(((S)-1-methylindolin-2-yl)methoxy)-2,3,5',8'-tetrahydro-6'H-spiro[inden-1,7'-quinazolin]-4'-yl)-1-(2-fluoroacryloyl)piperazin-2-yl)acetonitrile ClC1=C2CC[C@@]3(CCC=4C(=NC(=NC4C3)OC[C@H]3N(C4=CC=CC=C4C3)C)N3C[C@@H](N(CC3)C(C(=C)F)=O)CC#N)C2=CC=C1